ClC1=CC(=C(C=C1)C1OC2=C(C=CC=C2C(=C1)F)C1CCN(CC1)CC1=NC=2C(=NC(=CC2)C(=O)O)N1CC1(CC1)CF)OC 2-((4-(2-(4-chloro-2-methoxyphenyl)-4-fluoro-2H-chromen-8-yl)piperidin-1-yl)methyl)-3-((1-(fluoromethyl)cyclopropyl)methyl)-3H-imidazo[4,5-b]pyridine-5-carboxylic acid